C[C@H]1N(CC2=CC=CC=C2C1)C(=O)C1=CC=C2CN(CC2=C1)C(=O)NC1=CC=C(C=C1)N1CCN(CC1)C 6-[(3R)-3-methyl-1,2,3,4-tetrahydroisoquinoline-2-carbonyl]-N-[4-(4-methylpiperazin-1-yl)phenyl]-2,3-dihydro-1H-isoindole-2-carboxamide